6-(4-((2R,3R)-4-acryloyl-3-isopropylmorpholin-2-yl)-6-chloropyridin-2-yl)-N-methylpyrimidine-4-carboxamide C(C=C)(=O)N1[C@@H]([C@H](OCC1)C1=CC(=NC(=C1)Cl)C1=CC(=NC=N1)C(=O)NC)C(C)C